ClC1=CNC=C1Cl 3,4-dichloropyrrole